CN1N=CC(=C1)[Sn](CCCC)(CCCC)CCCC 1-methyl-4-(tributylstannyl)pyrazole